C(C1=C(C(=CC(=C1)C(CC(C)(C)C)(C)C)N1N=C2C(=N1)C=CC=C2)O)C2=C(C(=CC(=C2)C(CC(C)(C)C)(C)C)N2N=C1C(=N2)C=CC=C1)O 2,2'-methylene-bis[6-(2H-benzotriazol-2-yl)-4-(1,1,3,3-tetramethylbutyl)phenol]